n-hexadecyl alcohol phosphate potassium salt [K+].P(=O)([O-])([O-])OCCCCCCCCCCCCCCCC.[K+]